ClC=1C(=NC(=NC1)NC=1C=NN(C1)C1CCNCC1)NCCCN1C(CCCC1)=O 1-(3-((5-chloro-2-((1-(piperidin-4-yl)-1H-pyrazol-4-yl)amino)pyrimidin-4-yl)amino)propyl)piperidin-2-one